3-({[(1R)-6-[methyl-(pyridin-3-yl)amino]-1,2,3,4-tetrahydronaphthalen-1-yl]methyl}amino)pyridine-4-carboxylic acid CN(C=1C=C2CCC[C@H](C2=CC1)CNC=1C=NC=CC1C(=O)O)C=1C=NC=CC1